3-Amino-8-(2-fluoro-6-methoxyphenyl)-N-ethylimidazo[1,2-a]pyridine-2-carboxamide NC1=C(N=C2N1C=CC=C2C2=C(C=CC=C2OC)F)C(=O)NCC